2-[(4-{6-[(4-chloro-2-fluorophenyl)methoxy]-5-fluoropyridin-2-yl}piperidin-1-yl)methyl]-3-(methanesulfonylmethyl)-5-[5-(trifluoromethyl)-4H-1,2,4-triazol-3-yl]pyridine ClC1=CC(=C(C=C1)COC1=C(C=CC(=N1)C1CCN(CC1)CC1=NC=C(C=C1CS(=O)(=O)C)C1=NN=C(N1)C(F)(F)F)F)F